4-((imidazo[1,2-a]pyrazin-6-yloxy)methyl)-2-oxabicyclo[2.1.1]hexan N=1C=CN2C1C=NC(=C2)OCC21COC(C2)C1